CN1CCN(CC1)C1=CC=C(N)C=C1 (E)-4-(4-methylpiperazin-1-yl)aniline